3-(9-((4-(aminomethyl)-2,6-dimethylphenyl)carbamoyl)-4,5-dihydrobenzo[b]thieno[2,3-d]oxepin-8-yl)-5-methyl-6-(propylcarbamoyl)picolinic acid NCC1=CC(=C(C(=C1)C)NC(=O)C1=CC2=C(OCCC3=C2SC=C3)C=C1C=1C(=NC(=C(C1)C)C(NCCC)=O)C(=O)O)C